C1=CC=CC=2C3=CC=CC=C3C(C12)COC(=O)N[C@@H](C(C)C)C(=O)[C@](N)(CCCCNC(=O)OC(C)(C)C)C(=O)O 2-((((9H-fluoren-9-yl)methoxy)carbonyl)-L-valyl)-N6-(tert-butyloxycarbonyl)-L-lysine